COC(=O)C=1C2=C(N=CC1C=1C=NN(C1C)CC13CC4CC(CC(C1)C4)C3)N(C=C2)C=2C=NC(=C(C2)C)NC2=NC=CC=C2 5-(1-(adamantan-1-ylmethyl)-5-methyl-1H-pyrazol-4-yl)-1-(5-methyl-6-(pyridin-2-ylamino)pyridin-3-yl)-1H-pyrrolo[2,3-b]pyridine-4-carboxylic acid methyl ester